17β-hydroxy-3-oxo-4-androstene O[C@@H]1[C@]2(C)[C@@H](CC1)[C@@H]1CCC3=CC(CC[C@]3(C)[C@H]1CC2)=O